phenyl-N2-(pyridin-4-yl)-N4-(tetrahydro-2H-pyran-4-yl)-1,3,5-triazine-2,4-diamine C1(=CC=CC=C1)C1=NC(=NC(=N1)NC1=CC=NC=C1)NC1CCOCC1